OB1OCC2=C1C=C(C=C2)C(=O)N(CC(=O)O)CCCCC(C)NC(=O)C=2C=CC1=C(B(OC1)O)C2 N-(1-hydroxy-1,3-dihydrobenzo[c][1,2]oxaborole-6-carbonyl)-N-(5-(1-hydroxy-1,3-dihydrobenzo[c][1,2]oxaborole-6-carboxamido)hexyl)glycine